3-(1-(2-fluoro-9H-purin-6-ylamino)ethyl)-8-methyl-2-phenylisoquinoline-1(2H)-one FC1=NC(=C2N=CNC2=N1)NC(C)C=1N(C(C2=C(C=CC=C2C1)C)=O)C1=CC=CC=C1